C1C=CN2C=CC=C12 Pyrrolizin